Diphenyldimethylpiperidinium C1(=CC=CC=C1)C1(CC[N+](CC1)(C)C)C1=CC=CC=C1